N1(CCC1)C(=O)N1[C@H]([C@H](CCC1)NC(=O)[C@H]1OCCC1)COC1CCN(CC1)C1=NC=CC=N1 (2S)-N-[cis-1-(azetidine-1-carbonyl)-2-({[1-(pyrimidin-2-yl)piperidin-4-yl]oxy}methyl)piperidin-3-yl]oxolane-2-carboxamide